2,4-dichloro-7-methylthieno[3,2-d]pyrimidine ClC=1N=C(C2=C(N1)C(=CS2)C)Cl